(2R)-2-(6-benzyloxy-5-methyl-3-pyridyl)-2,3-dihydropyran-4-one C(C1=CC=CC=C1)OC1=C(C=C(C=N1)[C@@H]1OC=CC(C1)=O)C